4,5-dichloro-2-octyl-4-isothiazoline ClC=1CN(SC1Cl)CCCCCCCC